C(CC)OC(=O)C1=CC(=NN1C)NC(CCNC1=NC=CC2=CC=C(C=C12)C1=NOC(=N1)C)=O Propyl-1-methyl-3-(3-((7-(5-methyl-1,2,4-oxadiazol-3-yl)isoquinolin-1-yl)amino)propanamido)-1H-pyrazole-5-carboxylate